ClC1=CC2=C(N(C(N2CC=2N=NN(C2)CC2=CC=C(C=C2)C)=N)CC(O)C2=CC(=C(C=C2)Cl)Cl)C=C1 2-(5-chloro-2-imino-3-((1-(4-methylbenzyl)-1H-1,2,3-triazol-4-yl)methyl)-2,3-dihydro-1H-benzo[d]imidazol-1-yl)-1-(3,4-dichlorophenyl)ethanol